[Mg+2].[As]([O-])([O-])([O-])=O.[As]([O-])([O-])([O-])=O.[Mg+2].[Mg+2] arsenate magnesium